[Cl-].[Cl-].C(C)[SiH](CC)[Ti+2](C1=CC=CC=2C3=CC=CC=C3CC12)C1=CC=CC=2C3=CC=CC=C3CC12 diethylsilyldi(fluorenyl)titanium dichloride